8-methoxy-7-[3-(pyrrolidin-1-yl)propoxy]-1H,2H,3H-cyclopenta[c]quinolin-4-ol trifluoroacetate FC(C(=O)O)(F)F.COC1=CC=2C3=C(C(=NC2C=C1OCCCN1CCCC1)O)CCC3